magnesium alloyl-nickel C(C=C)(=O)[Ni].[Mg]